trans-1,2-di-p-toluenesulfonyl-4-t-butylstyrene CC1=CC=C(C=C1)S(=O)(=O)[C@@]1(C=C)[C@@H](C=C(C=C1)C(C)(C)C)S(=O)(=O)C1=CC=C(C)C=C1